N-(3-((4-((S)-(3-Fluorophenyl)(hydroxy)methyl)-7-azabicyclo[2.2.1]heptan-1-yl)methyl)phenyl)methanesulfonamide FC=1C=C(C=CC1)[C@@H](C12CCC(CC1)(N2)CC=2C=C(C=CC2)NS(=O)(=O)C)O